n-Propylpropionate C(CC)OC(CC)=O